((1s,3s)-3-((5-(1-(2,2-difluoroethyl)-2-methyl-1H-imidazo[4,5-b]pyridin-6-yl)pyrrolo[2,1-f][1,2,4]triazin-2-yl)amino)-1-methylcyclobutyl)(pyrrolidin-1-yl)methanone FC(CN1C(=NC2=NC=C(C=C21)C=2C=CN1N=C(N=CC12)NC1CC(C1)(C)C(=O)N1CCCC1)C)F